2-(imidazo[1,2-a]pyridin-6-yl)-5-methyl-4-(spiro[indene-1,4'-piperidin]-1'-ylmethyl)oxazole N=1C=CN2C1C=CC(=C2)C=2OC(=C(N2)CN2CCC1(CC2)C=CC2=CC=CC=C21)C